2-(2-chloro-6-methoxypyrimidin-4-yl)-2-methylpropanoic acid methyl ester COC(C(C)(C)C1=NC(=NC(=C1)OC)Cl)=O